C(C)(C)(C)C=1C(C=C(C(C1O)=O)C(C)(C)C)=O 2,5-di-t-butylhydroxybenzoquinone